(4Z)-4-(1H-benzimidazol-5-ylmethylene)-2-[(3-hydroxy-1-adamantyl)amino]-1H-imidazol-5-one N1C=NC2=C1C=CC(=C2)\C=C\2/N=C(NC2=O)NC21CC3(CC(CC(C2)C3)C1)O